CC1=C(C=C(C=C1)NC(CC1=CC=C(C=C1)C1=CC=2N(C=C1)N=CN2)=O)C(F)(F)F N-[4-Methyl-3-(trifluoromethyl)phenyl]-2-[4-([1,2,4]triazolo[1,5-a]pyridin-7-yl)phenyl]acetamide